FC(C1=CC=CC(=N1)C(=O)O)(F)F 6-(Trifluoromethyl)pyridine-2-carboxylic acid